2-[4-(2,3-dichlorophenyl)-4-oxobutanoyl]-5-{2-[4-(2,3-dichlorophenyl)-4-oxobutanoyl]-1,3-dioxo-2,3-dihydro-1H-indene-5-carbonyl}-2,3-dihydro-1H-indene-1,3-dione ClC1=C(C=CC=C1Cl)C(CCC(=O)C1C(C2=CC=C(C=C2C1=O)C(=O)C=1C=C2C(C(C(C2=CC1)=O)C(CCC(=O)C1=C(C(=CC=C1)Cl)Cl)=O)=O)=O)=O